FC(C1(CC1)COC1CCC2(CN(C2)C(=O)N2CC3(C2)NC(OCC3)=O)CC1)(F)F 2-[7-[[1-(trifluoromethyl)cyclopropyl]methoxy]-2-azaspiro[3.5]nonane-2-carbonyl]-7-oxa-2,5-diazaspiro[3.5]nonan-6-one